COC1=CC=C(C=C1)P(=O)(C1=CC=C(C=C1)OC)C1OC2=CC=CC=C2C(C1)=O 2-(bis(4-methoxyphenyl)phosphoryl)-chroman-4-one